OC(C)(C)C1CCC(CC1)NC1=CC(N(C2=CN=C(C=C12)N1C=NC=C1)C)=O 4-(((1r,4r)-4-(2-hydroxypropan-2-yl)cyclohexyl)amino)-6-(1H-imidazol-1-yl)-1-methyl-1,7-naphthyridin-2(1H)-one